N-[(7R)-3-cyclopropyl-5-[(2-fluoro-2-methylpropyl)sulfamoyl]-7,8-dihydro-6H-cyclopenta[g]isoquinolin-7-yl]-1H-indole-3-carboxamide C1(CC1)C=1N=CC2=CC3=C(C(=C2C1)S(NCC(C)(C)F)(=O)=O)C[C@@H](C3)NC(=O)C3=CNC1=CC=CC=C31